C(C)OC([C@H]([C@H](\C=C\C=1C2=C(SC1)C=CC=C2)O)O)=O (2S,3S,E)-5-(benzo[b]thiophen-3-yl)-2,3-dihydroxypent-4-enoic acid ethyl ester